N1N=NC=C1C1CCN(CC1)C1=NOC(C1)C=1C=NC(=NC1)NC1CC2=CC=C(C=C2C1)F 5-(3-(4-(1H-1,2,3-triazol-5-yl)piperidin-1-yl)-4,5-dihydro-isoOxazol-5-yl)-N-(5-fluoro-2,3-dihydro-1H-inden-2-yl)pyrimidin-2-amine